COC1=C(C=C(C(=O)O)C=C1)C(F)(F)F 4-methoxy-3-(trifluoromethyl)benzoic acid